dimethyldiphenylphosphonium C[P+](C1=CC=CC=C1)(C1=CC=CC=C1)C